tert-butyl 4-(3-fluoro-5-formyl-4-(methoxycarbonyl)phenyl)piperazine-1-carboxylate FC=1C=C(C=C(C1C(=O)OC)C=O)N1CCN(CC1)C(=O)OC(C)(C)C